FC1=C(N=CC2=C1N=C(N=C2N2C[C@@H](CCC2)NC(OC(C)(C)C)=O)OC[C@]21CCCN1C[C@@H](C2)F)C2=CC(=CC1=CC=CC=C21)O tert-Butyl ((R)-1-(8-fluoro-2-(((2R,7aS)-2-fluorohexahydro-1H-pyrrolizin-7a-yl)methoxy)-7-(3-hydroxynaphthalen-1-yl)pyrido[4,3-d]pyrimidin-4-yl)piperidin-3-yl)carbamate